FC1=C(C=C(C=C1)NC(C=C)=O)NC1=NC(=NC=C1C1=CC=C(C=C1)F)NC=1C=NN(C1)C N-(4-fluoro-3-((5-(4-fluorophenyl)-2-((1-methyl-1H-pyrazol-4-yl)amino)pyrimidin-4-yl)amino)phenyl)acrylamide